3-[(3,4-dimethoxybenzyl)(hydroxy)methyl]-naphtho[2,3-d]isoxazole-4,9-dione COC=1C=C(CC(C2=NOC3=C2C(C=2C=CC=CC2C3=O)=O)O)C=CC1OC